BrC=1C(=C(C(=O)O)C(=CC1)Cl)C(=O)C(=O)O bromo-2-(carboxycarbonyl)-6-chlorobenzoic acid